ClC=1C2=C(N=CN1)N(CC2C)CC2=CC=C(C=C2)OC 4-chloro-7-(4-methoxybenzyl)-5-methyl-6,7-dihydro-5H-pyrrolo[2,3-d]pyrimidine